BrC=1C(=NC(=NC1)NC=1C=C2[C@@H](CN(CC2=CC1OC)C)C)NC=1C(=C2N=CC=NC2=CC1)P(C)C (S)-(6-((5-bromo-2-((7-methoxy-2,4-dimethyl-1,2,3,4-tetrahydroisoquinolin-6-yl)amino)pyrimidin-4-yl)amino)quinoxalin-5-yl)dimethylphosphine